phenyl-sulfenyl-acetanilide C1(=CC=CC=C1)SCC(=O)NC1=CC=CC=C1